1H-pyrazolo[3,4-b]pyrazine-3-carbonitrile N1N=C(C=2C1=NC=CN2)C#N